COC(N[C@H](C(=O)NC=1C(N(C=CC1)CC=1NC2=C(C=C(C=C2C1)F)OCC1=C(C=C(C=C1)F)F)=O)CC\C=C\C(=O)N)=O Methyl-(S,E)-(7-amino-1-((1-((7-((2,4-difluorobenzyl)oxy)-5-fluoro-1H-indol-2-yl)methyl)-2-oxo-1,2-dihydropyridin-3-yl)amino)-1,7-dioxohept-5-en-2-yl)carbamat